CN(CC)CCOCC(=O)N(CC)CC 2-[2-(N-methyl-N-ethyl-amino)ethoxy]-N,N-diethyl-acetamide